N-methyl-N-(3-(3-methyl-3-(methylsulfonyl)but-1-yn-1-yl)phenyl)-8-(methylsulfonyl)-[1,2,4]triazolo[4,3-a]quinazolin-5-amine CN(C1=NC=2N(C3=CC(=CC=C13)S(=O)(=O)C)C=NN2)C2=CC(=CC=C2)C#CC(C)(S(=O)(=O)C)C